C12(CC3CC(CC(C1)C3)C2)CN2N=CC(=C2C)C2=C(C=3N(C=C2)C(=CN3)NC3=C(C(=O)O)C=CC(=C3)OC3CCN(CC3)C(=O)OCC3=CC=CC=C3)C(=O)OC 2-((7-(1-(adamantan-1-ylmethyl)-5-methyl-1H-pyrazol-4-yl)-8-(methoxycarbonyl)imidazo[1,2-a]pyridin-3-yl)amino)-4-((1-((benzyloxy)carbonyl)piperidin-4-yl)oxy)benzoic acid